2-((1R,5S,6s)-3-(2-chloro-6-(cyclopropyldifluoromethyl)pyrimidin-4-yl)-3-azabicyclo[3.1.0]hex-6-yl)acetic acid methyl ester COC(CC1[C@@H]2CN(C[C@H]12)C1=NC(=NC(=C1)C(F)(F)C1CC1)Cl)=O